1-(5-chloro-6-methoxy-1H-indol-3-yl)-2-(4-fluoro-2-methoxyphenyl)-2-((3-(2-hydroxyethoxy)-5-methoxyphenyl)amino)ethanone ClC=1C=C2C(=CNC2=CC1OC)C(C(NC1=CC(=CC(=C1)OC)OCCO)C1=C(C=C(C=C1)F)OC)=O